4-{[2-(difluoromethoxy)phenyl]amino}-2-[(6-methoxy-2-methyl-1,2,3,4-tetrahydroisoquinolin-7-yl)amino]pyrimidine-5-carboxamide FC(OC1=C(C=CC=C1)NC1=NC(=NC=C1C(=O)N)NC1=C(C=C2CCN(CC2=C1)C)OC)F